ClC1=CC(=C(C=C1)C1=NC(=NC2=C1N=C(N(C2=O)C)C)N2C[C@H](OCC2)C=2C=NN(C2)C2COC2)F 8-(4-chloro-2-fluoro-phenyl)-2,3-dimethyl-6-[(2R)-2-[1-(oxetan-3-yl)pyrazol-4-yl]morpholin-4-yl]pyrimido[5,4-d]pyrimidin-4-one